C(#N)C=1C(OC(C1C)(C(F)(F)F)C1=CC=C(C=C1)C1=CC=CC=C1)=C(C#N)C#N 2-[3-cyano-4-methyl-5-(4-phenylphenyl)-5-(trifluoromethyl)-2-furylidene]propanedinitrile